C(C)(C)(C)OC(=O)N(C(OCC1=CC=CC=C1)=O)CCCCN(C(=O)SCC)N1C(C2=CC=CC=C2C1=O)=O Benzyl (tert-butoxycarbonyl)(4-((1,3-dioxoisoindolin-2-yl)((ethylthio)carbonyl)amino)butyl)carbamate